3-(6-(9H-carbazol-9-yl)pyrimidin-4-yl)phenol C1=CC=CC=2C3=CC=CC=C3N(C12)C1=CC(=NC=N1)C=1C=C(C=CC1)O